C1(=CC=CC=C1)C#CC1=C(CO)C=CC=C1 2-(phenylethynyl)benzyl alcohol